N-(3-Chloro-4-((tetrahydrofuran-3-yl)methoxy)phenyl)-6-(piperidin-3-yl)quinazolin-4-amine ClC=1C=C(C=CC1OCC1COCC1)NC1=NC=NC2=CC=C(C=C12)C1CNCCC1